1-(9Z-tetradecenoyl)-2-(9Z-hexadecenoyl)-glycero-3-phosphocholine CCCCCC/C=C\CCCCCCCC(=O)O[C@H](COC(=O)CCCCCCC/C=C\CCCC)COP(=O)([O-])OCC[N+](C)(C)C